C1CC2(C3=NC4=C(C(=C31)NC(OC(Cl)(Cl)Cl)=O)CCC4)CC2 trichloromethyl (1',5',6',7'-tetrahydro-2'H-spiro[cyclopropane-1,3'-dicyclopenta[b,e]pyridin]-8'-yl)carbamate